ClC1=C(C=C2C=C(N=CC2=C1)NC(=O)C1C(C1C=1C=NN(C1)C)C)C1CCN(CC1)[C@@]1(COC[C@@H]1F)C N-(7-chloro-6-(1-((3R,4R)-4-fluoro-3-methyltetrahydrofuran-3-yl)piperidin-4-yl)isoquinolin-3-yl)-2-methyl-3-(1-methyl-1H-pyrazol-4-yl)cyclopropane-1-carboxamide